(S)-2-((4-((2-hydroxy-1-phenylethyl)amino)-5-(3-(quinuclidin-4-yl)-1,2,4-oxadiazol-5-yl)pyridin-2-yl)amino)-7,7-dimethyl-6,7-dihydro-5H-pyrrolo[3,4-d]pyrimidin-5-one OC[C@H](C1=CC=CC=C1)NC1=CC(=NC=C1C1=NC(=NO1)C12CCN(CC1)CC2)NC=2N=CC1=C(N2)C(NC1=O)(C)C